(3S)-3-{[N-(4-methoxy-1H-indole-2-carbonyl)-L-leucyl]amino}-2-oxo-4-[(3S)-2-oxopyrrolidin-3-yl]butyl 2,6-dimethyl-4-(trifluoromethyl)pyridine-3-carboxylate CC1=NC(=CC(=C1C(=O)OCC([C@H](C[C@H]1C(NCC1)=O)NC([C@@H](NC(=O)C=1NC2=CC=CC(=C2C1)OC)CC(C)C)=O)=O)C(F)(F)F)C